CC1(COC1)NC1C[C@H](N(CC1)C(=O)OC(C)(C)C)C1=CC=CC=C1 tert-Butyl (2S)-4-((3-methyloxetan-3-yl)amino)-2-phenylpiperidine-1-carboxylate